FC=1C=CN2C1C(NC(=C2)C2CNCC2)=O 8-fluoro-3-(pyrrolidin-3-yl)pyrrolo[1,2-a]pyrazin-1(2H)-one